BrC1=C(N(N=C1)C)NC(O[C@H](C)C1=C(C=CC=C1)Cl)=O [(1R)-1-(2-chlorophenyl)ethyl] N-(4-bromo-2-methyl-pyrazol-3-yl)carbamate